ClC=1C(=CC(=C(C1)S(=O)(=O)N(C1=NC=NS1)CC1=C(C=C(C=C1)OC)OC)F)OC1=C(C=C(C=C1)Cl)N1CCCC1 5-chloro-4-(4-chloro-2-(pyrrolidin-1-yl)phenoxy)-N-(2,4-dimethoxybenzyl)-2-fluoro-N-(1,2,4-thiadiazol-5-yl)benzenesulfonamide